5-(6-bromo-2'-(methylthio)-5',8'-dihydrospiro[isochromane-4,7'-pyrano[4,3-d]pyrimidin]-4'-yl)-N,N-dimethyl-5,6,7,8-tetrahydro-4H-pyrazolo[1,5-a][1,4]diazepine-2-carboxamide BrC=1C=C2C(=CC1)COCC21CC=2N=C(N=C(C2CO1)N1CC=2N(CCC1)N=C(C2)C(=O)N(C)C)SC